COC1=C(C(=CC(=N1)C1=NC=CC=C1)C1=CC(=CC=C1)[N+](=O)[O-])C#N 6-Methoxy-4-(3-nitro-phenyl)-[2,2']bipyridinyl-5-carbonitrile